FC(OC1=CC=C(C=C1C1=CC=CC=C1)C1=NC(=CC(=N1)C(=O)NC1=CC(=CC=C1)C(CC)(F)F)C)F 2-(6-(difluoromethoxy)-[1,1'-biphenyl]-3-yl)-N-(3-(1,1-difluoropropyl)phenyl)-6-methylpyrimidine-4-carboxamide